BrC=1C(=C(C(=CC1)I)NC(OC(C)(C)C)=O)F tert-butyl (3-bromo-2-fluoro-6-iodophenyl)carbamate